N-(3-(diethylamino)propyl)-2-(4-((methylamino)methyl)phenyl)benzo[d]imidazo[2,1-b]thiazole-7-carboxamide hemi-formate C(=O)O.C(C)N(CCCNC(=O)C1=CC2=C(N3C(S2)=NC(=C3)C3=CC=C(C=C3)CNC)C=C1)CC.C(C)N(CC)CCCNC(=O)C1=CC3=C(N2C(S3)=NC(=C2)C2=CC=C(C=C2)CNC)C=C1